[Ru].N1=C(C=CC=C1)C1=NC=CC=C1.N1=C(C=CC=C1)C1=NC=CC=C1.N1=C(C=CC=C1)C1=NC=CC=C1 tris(2,2'-bipyridyl) ruthenium